ClC1=NC(=NC(=N1)Cl)N(C1(CC1)C(=O)N)CC(OC)OC 1-[(4,6-dichloro-1,3,5-triazin-2-yl)-(2,2-dimethoxyethyl)amino]cyclopropanecarboxamide